C(CCCCCCCCCCCCCCCCCCCCCCCCC)(=O)OCCl Chloromethyl Hexacosanoate